C(C)OC(=C)C1=CC=C(C=N1)C1=NOC(=N1)C(F)(F)F 3-(6-(1-ethoxyvinyl)pyridin-3-yl)-5-(trifluoromethyl)-1,2,4-oxadiazole